5-[[(2,6-difluorophenyl)methoxy]methyl]-4,5-dihydro-5-methyl-3-(3-methyl-2-thienyl)isoxazole FC1=C(C(=CC=C1)F)COCC1(CC(=NO1)C=1SC=CC1C)C